4-(6-(3-Hydroxypropyl)pyrazolo[1,5-a]pyridin-3-yl)piperazine-1-carboxylic acid tert-butyl ester C(C)(C)(C)OC(=O)N1CCN(CC1)C=1C=NN2C1C=CC(=C2)CCCO